2-{2-[(5-Chloro-1H-indol-3-yl)amino]-5-(trifluoromethoxy)-1H-benzo[d]imidazol-1-yl}ethan ClC=1C=C2C(=CNC2=CC1)NC1=NC2=C(N1CC)C=CC(=C2)OC(F)(F)F